CNC(=NC[C@@H]1COCC1)N[N+](=O)[O-] |r| (RS)-N-Methyl-N'-nitro-N''-[(tetrahydro-3-furanyl)methyl]guanidin